C(C)OC(=O)C=1C(=NNC1C)C 3,5-dimethyl-1h-pyrazole-4-carboxylic acid ethyl ester